5-chloro-2-(methylthio)pyrimidine-4-carboxylic acid ClC=1C(=NC(=NC1)SC)C(=O)O